The molecule is a pyridinedicarboxylate. It derives from a cinchomeronate(2-). It is a conjugate base of a 5-hydroxy-6-methylpyridine-3,4-dicarboxylic acid. It is a tautomer of a 5-oxido-6-methylpyridinium-3,4-dicarboxylate. CC1=NC=C(C(=C1[O-])C(=O)O)C(=O)[O-]